1-Bromo-4-(trifluorometh-oxy)benzene BrC1=CC=C(C=C1)OC(F)(F)F